N[C@H](CC1=C(C=2N=C(N=C(C2S1)NCC=1C(=NC=CC1)F)Cl)C)C 6-[(2S)-2-aminopropyl]-2-chloro-N-[(2-fluoropyridin-3-yl)methyl]-7-methylthieno[3,2-d]pyrimidin-4-amine